CN(C1CC2=C(OC3=C2C=C(C=C3)NS(=O)(=O)CC)CC1)C N-(N,N-dimethyl-1,2,3,4-tetrahydro-2-aminodibenzo-fur-8-yl)ethanesulfonamide